(3Z)-1-chloro-16,16-diethoxy-3-hexadecene ClCC\C=C/CCCCCCCCCCCC(OCC)OCC